C(C)(CC)[BH-](C(C)CC)C(C)CC tri-sec-butyl-borohydride